C(C=C)NCCCCCC N-allyl-1-hexanamine